benz-pyrimidine N1=CN=CC2=C1C=CC=C2